benzyl-(triethyl)ammonium chloride [Cl-].C(C1=CC=CC=C1)[N+](CC)(CC)CC